C(C)(C)(C)OC(=O)N1C[C@@H](NCC1)CO (R)-1-tert-butyloxycarbonyl-3-hydroxymethylpiperazine